tert-butyl-[[5-[[tert-butyl(dimethyl)silyl]oxymethyl]-3-(4,4,5,5-tetramethyl-1,3,2-dioxaborolan-2-yl)-8-oxabicyclo[3.2.1]oct-2-en-1-yl]methoxy]-dimethyl-silane C(C)(C)(C)[Si](C)(C)OCC12C=C(CC(CC1)(O2)CO[Si](C)(C)C(C)(C)C)B2OC(C(O2)(C)C)(C)C